(R)-6-bromo-8-methyl-4-((1-(3-nitro-5-(trifluoromethyl)phenyl)ethyl)amino)pyrido[2,3-d]Pyrimidine-7(8H)-one BrC1=CC2=C(N=CN=C2N[C@H](C)C2=CC(=CC(=C2)C(F)(F)F)[N+](=O)[O-])N(C1=O)C